(S)-3-(ethoxymethyl)-3-(2-(7-(4-methoxybenzyl)-7H-purin-8-yl)vinyl)pyrrolidine-1-carboxylic acid tert-butyl ester C(C)(C)(C)OC(=O)N1C[C@](CC1)(C=CC1=NC2=NC=NC=C2N1CC1=CC=C(C=C1)OC)COCC